FC=1C=C(C=CC1O)C(C)(C)C1=CC=C(C=C1)C(CC1=CC(=C(C(=C1)C)O)C)C1=CC(=C(C(=C1)C)O)C 4,4'-[1-{4-[1-(3-fluoro-4-hydroxyphenyl)-1-methylethyl]phenyl}ethylene]bis(2,6-dimethylphenol)